3-(2-(2,4-dichlorophenyl)-5-isopropyloxazol-4-yl)-1-(4-((1-hydroxy-2-methylpropan-2-yl)oxy)-3-methylphenyl)-2-methylpropan-1-ol ClC1=C(C=CC(=C1)Cl)C=1OC(=C(N1)CC(C(O)C1=CC(=C(C=C1)OC(CO)(C)C)C)C)C(C)C